COC(=O)C=1CNC2=CC(=CC=C2C1)C(F)(F)F 7-(trifluoromethyl)-1,2-dihydroquinoline-3-carboxylic acid methyl ester